The molecule is a glucotriose consisting of alpha-D-glucopyranose in which the hydroxy groups at 2 and 3 have each been converted into the corresponding beta-D-glucopyranosyl derivatives. C([C@@H]1[C@H]([C@@H]([C@H]([C@H](O1)O)O[C@H]2[C@@H]([C@H]([C@@H]([C@H](O2)CO)O)O)O)O[C@H]3[C@@H]([C@H]([C@@H]([C@H](O3)CO)O)O)O)O)O